O1C=CC2=C1C=CC=C2NC(CCl)=O N-(benzofuran-4-yl)-2-chloroacetamide